tert-butyl 4-(3-amino-4-methylphenyl)-3-oxopiperazine-1-carboxylate NC=1C=C(C=CC1C)N1C(CN(CC1)C(=O)OC(C)(C)C)=O